(2,6-dimethoxybenzoyl)diphenylphosphine oxide COC1=C(C(=O)P(C2=CC=CC=C2)(C2=CC=CC=C2)=O)C(=CC=C1)OC